CN1N=C(C=C1)C1=NN=C(O1)C(=O)N1[C@@H](C2=C(CC1)NC=N2)C2=NN1C(C(=CC=C1)C)=C2 (S)-(5-(1-methyl-1H-pyrazol-3-yl)-1,3,4-oxadiazol-2-yl)(4-(4-methylpyrazolo[1,5-a]pyridin-2-yl)-6,7-dihydro-1H-imidazo[4,5-c]pyridin-5(4H)-yl)methanone